6-(2,6-difluoro-4-(7-methoxy-2H-indazol-4-yl)benzyl)-6,7-dihydro-5H-pyrrolo[3,4-b]pyridin-5-one-7,7-d2 FC1=C(CN2C(C3=NC=CC=C3C2=O)([2H])[2H])C(=CC(=C1)C=1C2=CNN=C2C(=CC1)OC)F